tert-butyl (3R,4S)-4-{[(1S,2R)-3,3-difluoro-2-(4-nitrobenzenesulfonamido)cyclohexyl]oxy}-3-fluoropiperidine-1-carboxylate FC1([C@@H]([C@H](CCC1)O[C@@H]1[C@@H](CN(CC1)C(=O)OC(C)(C)C)F)NS(=O)(=O)C1=CC=C(C=C1)[N+](=O)[O-])F